trans-geranyl bromide CC(=CCC/C(=C/CBr)/C)C